2-FORMYLAZULENE C(=O)C1=CC2=CC=CC=CC2=C1